Methyl ((R)-3-((S)-3-(((S)-1-(cyclopropylamino)-6,6-difluoro-1,2-dioxoheptan-3-yl)carbamoyl)-2-azaspiro[4.5]decan-2-yl)-1,1,1-trifluoro-3-oxopropan-2-yl)carbamate C1(CC1)NC(C([C@H](CCC(C)(F)F)NC(=O)[C@H]1N(CC2(C1)CCCCC2)C([C@H](C(F)(F)F)NC(OC)=O)=O)=O)=O